BrCC1=C(C(=O)OC)C=C(C=C1)C#N methyl 2-(bromomethyl)-5-cyano-benzoate